NC=1C2=C(N=CN1)N(C(=C2C2=CC(C(C=C2)=S(=O)(CC)CC)F)C2=CC=C(C=C2)C=C(C(=O)N)C)C (4-(4-amino-5-(4-(diethyl-(oxo)1λ6-sulfanylidene)-3-fluorophenyl)-7-methyl-7H-pyrrolo[2,3-d]pyrimidin-6-yl)-phenyl)methacrylamide